NC1=C(C(=NC(=C1C)C1=CC=C(C=C1)C#C[Si](C)(C)C)C(=O)OC)Cl methyl 4-amino-3-chloro-5-methyl-6-(4-((trimethylsilyl) ethynyl) phenyl)-pyridine-2-carboxylate